1-(4-(3-amino-1H-indazol-5-yl)pyridine-2-yl)-3-benzylurea NC1=NNC2=CC=C(C=C12)C1=CC(=NC=C1)NC(=O)NCC1=CC=CC=C1